(S)-1-(2-(3-(3-phenylpropyl)-1,2,4-oxadiazol-5-yl)pyrrolidin-1-yl)ethan-1-one C1(=CC=CC=C1)CCCC1=NOC(=N1)[C@H]1N(CCC1)C(C)=O